4,4'-(ethane-1,2-diylbis(oxy))bis(4-oxobutanoic acid) C(COC(CCC(=O)O)=O)OC(CCC(=O)O)=O